(1R,2S,3R,5R)-3-(4-amino-5-(4-benzylthiazol-2-yl)-7H-pyrrolo[2,3-d]pyrimidin-7-yl)-5-(1,2,5,6-tetrahydropyridin-3-yl)cyclopentane-1,2-diol NC=1C2=C(N=CN1)N(C=C2C=2SC=C(N2)CC2=CC=CC=C2)[C@H]2[C@@H]([C@@H]([C@H](C2)C=2CNCCC2)O)O